diphenyl monooctyl phosphite P(OC1=CC=CC=C1)(OC1=CC=CC=C1)OCCCCCCCC